C(C(C)C)C1=CC=C(C=C1)OC(OC1=CC=C(C=C1)CC(C)C)=O di(4-iso-butylphenyl)-carbonate